C(C1=CC=CC=C1)OC=1C=C(C=CC1)NC1=NC=CC(=C1)C=1C=C2C(=NNC2=CC1)N 5-(2-((3-(benzyloxy)phenyl)amino)pyridine-4-yl)-1H-indazol-3-amine